N-(3-((4-(4-fluoro-2-methyl-1H-indol-5-yloxy)-6-methoxyquinazolin-7-yloxy)methyl)cyclobutyl)-aniline FC1=C2C=C(NC2=CC=C1OC1=NC=NC2=CC(=C(C=C12)OC)OCC1CC(C1)NC1=CC=CC=C1)C